C(C1=CC=CC=C1)NC(=O)N1N(CC(N2[C@@H]1CN(C([C@@H]2CC2=CC=C(C=C2)O)=O)CC2=C1C=CC=NC1=CC=C2)=O)CC=2C=NN(C2)C2=CC=CC=C2 (6S,9aS)-N-benzyl-6-(4-hydroxybenzyl)-4,7-dioxo-2-((1-phenyl-1H-pyrazol-4-yl)methyl)-8-(quinolin-5-ylmethyl)octahydro-1H-pyrazino[2,1-c][1,2,4]triazine-1-carboxamide